Cl.S1C(=CC=C1)CONC(=N)N 1-(thiophen-2-ylmethoxy)guanidine hydrochloride